(R)-2-(1-(3-chlorophenyl)cyclopropyl)-6-(2-hydroxy-2-(3'-(trifluoromethyl)-[1,1'-biphenyl]-3-yl)acetyl)-5,6,7,8-tetrahydropyrido[4,3-d]pyrimidin-4(3H)-one ClC=1C=C(C=CC1)C1(CC1)C=1NC(C2=C(N1)CCN(C2)C([C@@H](C=2C=C(C=CC2)C2=CC(=CC=C2)C(F)(F)F)O)=O)=O